3-[4-[(E)-2-(aminomethyl)-3-fluoro-allyloxy]phenyl]oxazolidin-2-one hydrochloride Cl.NC/C(/COC1=CC=C(C=C1)N1C(OCC1)=O)=C\F